n-propyl aminopropionate hydrochloride Cl.NC(C(=O)OCCC)C